N[C@@H](C(=O)O)CC1=CC2=CC=CC=C2C=C1 (2R)-2-amino-3-naphthalen-2-ylpropanoic acid